4-(2-phenylaminopyrimidin-4-yl)-6-(2-chlorophenyl)-1H-pyridin-2-one C1(=CC=CC=C1)NC1=NC=CC(=N1)C1=CC(NC(=C1)C1=C(C=CC=C1)Cl)=O